ClC=1C(=NC=CC1)C=1NC=CC1 chloro-2-(1H-pyrrol-2-yl)pyridine